CC=1N=CN(C1)C=1C=C(C=C(C1)CN1CC(CC1)NC)C1=C(C=CC=C1C(=O)N)C1=CC=CC=C1 Z-(3-(4-methyl-1H-imidazol-1-yl)-5-((3-(methylamino)pyrrolidin-1-yl)methyl)phenyl)-[1,1'-biphenyl]-3-carboxamide